COC=1C=C(C=CC1)C1CNC(O1)=O 5-(3-methoxyphenyl)oxazolidin-2-one